2-chloro-4-(4-fluoro-2-methylphenyl)-6,7-dimethylpteridine ClC1=NC2=NC(=C(N=C2C(=N1)C1=C(C=C(C=C1)F)C)C)C